4-iodo-3-(propan-2-yl)-1H-pyrazolo[3,4-b]pyridine IC1=C2C(=NC=C1)NN=C2C(C)C